C(#N)OC(CC)=O cyanopropionate